NC(CO)(CO)C=1N=NNC1 2-amino-2-(1,2,3-triazole-4-yl)-1,3-propanediol